N-(4-((3-chloro-4-fluorophenyl)amino)-7-(((S)-tetrahydrofuran-3-yl)oxy)quinazolin-6-yl)-2-(2-(2-((2-(2,6-dioxopiperidin-3-yl)-1,3-dioxoisoindolin-4-yl)thio)ethoxy)ethoxy)acetamide ClC=1C=C(C=CC1F)NC1=NC=NC2=CC(=C(C=C12)NC(COCCOCCSC1=C2C(N(C(C2=CC=C1)=O)C1C(NC(CC1)=O)=O)=O)=O)O[C@@H]1COCC1